ClC=1C=C(C=CC1F)[C@@H](CO)N1C(C=C(C=C1)C=1C=C2C(=NNC2=CC1)C=1C=NC(=CC1)C(C)(C)O)=O (S)-1-(1-(3-chloro-4-fluorophenyl)-2-hydroxyethyl)-4-(3-(6-(2-hydroxypropan-2-yl)pyridin-3-yl)-1H-indazol-5-yl)pyridin-2(1H)-one